10-([1,1'-biphenyl]-4-yloxy)decyl-acrylic acid C1(=CC=C(C=C1)OCCCCCCCCCCC(C(=O)O)=C)C1=CC=CC=C1